C(C)OC=1C2=C(N=CN1)CN(CC2)C(=O)C2=C(OC=1N=CN=C(C12)NC1(CC1)C)C 5-{4-ethoxy-5h,6h,7h,8h-pyrido[3,4-d]pyrimidine-7-carbonyl}-6-methyl-N-(1-methylcyclopropyl)furo[2,3-d]pyrimidin-4-amine